ClC=1C=C(C=C(C1OC1=NNC(C2=C(C=CC(=C12)F)F)=O)Cl)N1C(NC(C(=C1)C#N)=O)=O 1-(3,5-dichloro-4-((5,8-difluoro-4-oxo-3,4-dihydrophthalazin-1-yl)oxy)phenyl)-2,4-dioxo-1,2,3,4-tetrahydropyrimidine-5-carbonitrile